C(=C)C1=CC=C(CN2N=C(N=C2C2=CC=C(C=C2)C)NC2=NNC(=N2)C2=CC=C(C=C2)C)C=C1 1-(4-vinylbenzyl)-3,3'-iminobis(5-p-tolyl-1H-1,2,4-triazole)